ClC=1C(=CC2=C(C=3N([C@@H](CO2)CCO)C=C(C(C3)=O)C(=O)O)N1)OCCCOC (R)-2-chloro-7-(2-hydroxyethyl)-3-(3-methoxypropoxy)-11-oxo-6,7-dihydro-11H-dipyrido[1,2-d:2',3'-f][1,4]oxazepine-10-carboxylic acid